[C@H](C)(CC)[C@@H]1N(CC2=C(NC1=O)C=CC(=C2)F)C(=O)C2=NC=NN2 (S)-3-((S)-sec-butyl)-7-fluoro-4-(1H-1,2,4-triazole-5-carbonyl)-1,3,4,5-tetrahydro-2H-benzo[e][1,4]diazepin-2-one